FC=1C(=C(C=CC1F)[C@H]1[C@@H](O[C@@]([C@H]1C)(C(F)(F)F)C)C(=O)NC1=CC(=NC=C1)C(=O)N)C (2R,3S,4S,5S)-4-[[3-(3,4-difluoro-2-methyl-phenyl)-4,5-dimethyl-5-(trifluoromethyl)tetrahydrofuran-2-carbonyl]amino]pyridine-2-carboxamide